(S)-4-(tert-butyl)-8-(5-chloropyrimidin-4-yl)-4-hydroxy-1,3,4,5-tetrahydro-6H-pyrano[4,3-b]thieno[3,2-d]pyridin-6-one C(C)(C)(C)[C@]1(COCC2=C1NC(C1=C2C=C(S1)C1=NC=NC=C1Cl)=O)O